N1C=NC2=C1C=CC(=C2)N2C(NCC2C2=CC=C(C=C2)OCC)=O 1-(1H-benzo[d]imidazol-5-yl)-5-(4-ethoxyphenyl)imidazolidin-2-one